propan-2-yl cis-2-({[1-(5-fluoropyrimidin-2-yl)piperidin-4-yl]oxy}methyl)-3-{[(2S)-oxolane-2-carbonyl]amino}piperidine-1-carboxylate FC=1C=NC(=NC1)N1CCC(CC1)OC[C@@H]1N(CCC[C@@H]1NC(=O)[C@H]1OCCC1)C(=O)OC(C)C